COC1=C(C=CC(=C1CSC1=NC2=C(N1)C=CC(=C2)OC)C)CSC2=NC1=C(N2)C=CC(=C1)OC 2,2'-(((2-methoxy-4-methyl-1,3-phenylene)bis(methylene))bis(sulfanediyl))bis(5-methoxy-1H-benzo[d]imidazole)